C1(CC=CC1)COCC1=CC=CC=C1 ((cyclopent-3-en-1-ylmethoxy)methyl)benzene